C(O[C@@H]1[C@](O[C@H](C1)N1C2=NC(=NC(=C2N=C1)N)F)(COC(=O)OC1=C(C(=C(C(=C1F)F)F)F)F)C#C)(OC1=C(C(=C(C(=C1F)F)F)F)F)=O [(2R,3S,5R)-5-(6-amino-2-fluoro-purin-9-yl)-2-ethynyl-2-[(2,3,4,5,6-pentafluorophenoxy)carbonyloxymethyl]tetrahydrofuran-3-yl] (2,3,4,5,6-pentafluorophenyl) carbonate